FC=1C=C(C=CC1OC)S(=O)(=O)NC1=CC=C(C2=CC=CC=C12)N([C@H](CC(=O)O)C)CC#C (S)-3-((4-((3-fluoro-4-methoxyphenyl)sulfonamido)naphthalen-1-yl)(prop-2-yn-1-yl)amino)butanoic acid